N1C(=CC2=CC=CC=C12)C(=O)N1CC=2C(CC1)=NOC2C(=O)N2C1(CC1)CC(CC2)O 4-[5-(1H-indole-2-carbonyl)-4H,5H,6H,7H-[1,2]oxazolo[4,3-c]pyridine-3-carbonyl]-4-azaspiro[2.5]octan-7-ol